C1(CCC1)N1CCC(CC1)C(=O)N(CC)CC 1-cyclobutyl-N,N-diethylpiperidine-4-carboxamide